(1R,2S,3S,4R)-3-((6-cyclopropyl-2-(5-fluoro-1-tosyl-1H-pyrrolo[2,3-b]pyridin-3-yl)pyrrolo[2,1-f][1,2,4]triazin-4-yl)amino)bicyclo[2.2.2]octane-2-carboxylic acid ethyl ester C(C)OC(=O)[C@H]1C2CCC([C@@H]1NC1=NC(=NN3C1=CC(=C3)C3CC3)C3=CN(C1=NC=C(C=C13)F)S(=O)(=O)C1=CC=C(C)C=C1)CC2